3-fluoro-2-hydroxy-5-(5-(pyrrolidin-1-yl)-3H-spiro[isobenzofuran-1,4'-piperidine]-1'-carbonyl)benzaldehyde FC=1C(=C(C=O)C=C(C1)C(=O)N1CCC2(CC1)OCC1=CC(=CC=C12)N1CCCC1)O